N1CC(CC1)OCC(=O)OC(C)(C)C tert-butyl 2-pyrrolidin-3-yloxyacetate